FC1=C(C(=O)N(C)C)C(=CC=C1)F 2,6-difluoro-N,N-dimethylbenzamide